7-[1-(1-Cyano-4-piperidyl)-5-methyl-triazol-4-yl]-5-(1-isothiazol-3-ylethoxy)imidazo[1,2-a]pyridine-3-carbonitrile C(#N)N1CCC(CC1)N1N=NC(=C1C)C1=CC=2N(C(=C1)OC(C)C1=NSC=C1)C(=CN2)C#N